The molecule is a member of the class of pyridopyrimidines that is 2-methyl-6,7,8,9-tetrahydropyrido[1,2-a]pyrimidin-4-one carrying an additional 2-[4-(6-fluoro-1,2-benzoxazol-3-yl)piperidin-1-yl]ethyl group at position 2. It has a role as a serotonergic antagonist, an alpha-adrenergic antagonist, a H1-receptor antagonist, a second generation antipsychotic, a dopaminergic antagonist, a psychotropic drug and an EC 3.4.21.26 (prolyl oligopeptidase) inhibitor. It is a pyridopyrimidine, an organofluorine compound, a heteroarylpiperidine and a member of 1,2-benzoxazoles. CC1=C(C(=O)N2CCCCC2=N1)CCN3CCC(CC3)C4=NOC5=C4C=CC(=C5)F